C(C)OC1=NC=CC=C1C1=NC=2CN(C[C@@]3([C@@H](CN(CC3)C3=C(C#N)C=C(C=C3)F)CC)C2C=C1)C[C@@H]1NCCC1 2-[(3'S,5S)-2-(2-ethoxypyridin-3-yl)-3'-ethyl-7-[[(2R)-pyrrolidin-2-yl]methyl]spiro[6,8-dihydro-1,7-naphthyridine-5,4'-piperidine]-1'-yl]-5-fluorobenzonitrile